NC=1C=C2C(=CC(N(C2=CC1)C)=O)NCC 6-Amino-4-(ethylamino)-1-methyl-quinolin-2-one